O=C1NC(CCC1N1C(C2=CC=CC(=C2C1)N(CCCCNC(=O)NC)CCCCC)=O)=O 1-(4-((2-(2,6-dioxopiperidin-3-yl)-1-oxoisoindolin-4-yl)(pentyl)amino)butyl)-3-methylurea